FCC(C)N1CCC(CC1)=O 1-(1-Fluoropropan-2-yl)piperidin-4-one